C(CCCCCC)NC(OC1=CC(=CC=C1)C=1C=NC=C(C1)C#N)=O 3-(5-cyanopyridin-3-yl)phenyl heptylcarbamate